ClC1=C(C=C2C=C(N=CC2=C1)NC(=O)[C@@H]1[C@@H](C1)C#N)C1CCN(CC1)C1(COC1)C (1S,2R)-N-(7-chloro-6-(1-(3-methyloxetan-3-yl)piperidin-4-yl)isoquinolin-3-yl)-2-cyanocyclopropane-1-carboxamide